COCCN1C(=CN2C1=NC(=C(C2=O)C=2C=NN(C2)CC(C(F)(F)F)(F)F)C(F)(F)F)C 1-(2-methoxyethyl)-2-methyl-6-[1-(2,2,3,3,3-pentafluoropropyl)-1H-pyrazol-4-yl]-7-(trifluoromethyl)-1H,5H-imidazo[1,2-a]pyrimidin-5-one